ClCC(=O)NC1=NC(NC=C1)=O Chloroacetyl-cytosine